2-phenyl-5-hydroxy-5-(trifluoromethyl)-4,5-dihydrofuran-3-nitrile C1(=CC=CC=C1)C=1OC(CC1C#N)(C(F)(F)F)O